tris(2,3,5,6-tetrafluoro-4-(trifluoromethyl)phenyl)borate FC1=C(C(=C(C(=C1F)C(F)(F)F)F)F)OB(OC1=C(C(=C(C(=C1F)F)C(F)(F)F)F)F)OC1=C(C(=C(C(=C1F)F)C(F)(F)F)F)F